4-Amino-N-(1-((6-(dimethylamino)pyridin-3-yl)amino)-6-methylisoquinolin-5-yl)quinazoline-8-Formamide NC1=NC=NC2=C(C=CC=C12)C(=O)NC1=C2C=CN=C(C2=CC=C1C)NC=1C=NC(=CC1)N(C)C